C[C@@H]1CNCC[C@H]1NC=1C=C(C=CC1)C1C(NC(CC1)=O)=O 3-(3-(((3R,4R)-3-methylpiperidin-4-yl)amino)phenyl)piperidine-2,6-dione